1,1':2',1''-terphenyl C1(=CC=CC=C1)C=1C(=CC=CC1)C1=CC=CC=C1